5-((4,4-diethoxybutyl)amino)furo[2,3-c]pyridine-2-carbonitrile C(C)OC(CCCNC=1C=C2C(=CN1)OC(=C2)C#N)OCC